O=S1(CCN(CC1)CC1=CC=C(C=C1)C1=CC=CC=2N1N=C(N2)NC(=O)C2CC2)=O N-[5-[4-[(1,1-dioxo-4-thiomorpholinyl)methyl]phenyl][1,2,4]triazolo[1,5-A]pyridin-2-yl]cyclopropanecarboxamide